tert-butyl (R)-2-(((5-cyclohexylpyridin-2-yl)methyl)(1-methyl-2-oxo-1,2-dihydropyridin-4-yl)carbamoyl)azetidine-1-carboxylate C1(CCCCC1)C=1C=CC(=NC1)CN(C(=O)[C@@H]1N(CC1)C(=O)OC(C)(C)C)C1=CC(N(C=C1)C)=O